C(C1=CC=CC=C1)OC1=C(C(=O)OC)C(=CC(=C1)Br)Cl methyl 2-(benzyloxy)-4-bromo-6-chlorobenzoate